3-((6-(4-(3-aminopropyl)piperazin-1-yl)pyridin-3-yl)amino)piperidine-2,6-dione NCCCN1CCN(CC1)C1=CC=C(C=N1)NC1C(NC(CC1)=O)=O